(2Z)-3-[1-(Oxan-2-yl)-1H-pyrazol-5-yl]prop-2-enoic acid ethyl ester C(C)OC(\C=C/C1=CC=NN1C1OCCCC1)=O